FC1=CC=C(C=C1)[C@@H](C)N1N=CC(=C1)C=1C=C(N=NC1)C1=CC=2N(C=C1)N=C(N2)N |r| racemic-7-(5-(1-(1-(4-fluorophenyl)ethyl)-1H-pyrazol-4-yl)pyridazin-3-yl)-[1,2,4]triazolo[1,5-a]pyridin-2-amine